CN1C(NC(C=2C1=CN(N2)C2OCCCC2)=O)=O 4-methyl-2-(tetrahydro-2H-pyran-2-yl)-2,4-dihydro-5H-pyrazolo[4,3-d]pyrimidine-5,7(6H)-dione